IC1=CC2=C(N=C(N=C2N2CCOCC2)N/N=C/C=2C=C(C=CC2)C)S1 6-iodo-4-morpholino-N-[(E)-m-tolylmethyleneamino]thieno[2,3-d]pyrimidin-2-amine